C(C1=CC=CC=C1)OC1=C(C=CC=C1F)C1=CC(=CC=C1F)C[C@]1(C[C@H](CC1)NC(=O)OC(C)(C)C)C=1OC=C(N1)C(=O)OCC ethyl 2-((1R,3S)-1-((2'-(benzyloxy)-3',6-difluoro-[1,1'-biphenyl]-3-yl)methyl)-3-((tert-butoxycarbonyl)amino)cyclopentyl)oxazole-4-carboxylate